C(C)N1N=CC2=C1N=C(N(C2=O)C2=C(C=CC=C2)C)SCC2=CC(=CC=C2)F 1-ethyl-6-((3-fluorobenzyl)thio)-5-(o-tolyl)-1H-pyrazolo[3,4-d]pyrimidin-4(5H)-one